C(CCCCCCCCCCC)NC(C1=C(C=CC=C1)C=1C2=CC(=C(C(=C2OC2=C(C(C(=CC12)Br)=O)Br)Br)O)Br)=O N-dodecyl-2-(2,4,5,7-tetrabromo-6-hydroxy-3-oxo-3H-xanthen-9-yl)benzamid